N1(N=CC=C1)CC1COCC(O1)COC1=CC=C(C=C1)C=1C=C(C(NC1C(F)(F)F)=O)C(=O)N 5-(4-((6-((1H-pyrazol-1-yl)methyl)-1,4-dioxan-2-yl)methoxy)phenyl)-2-oxo-6-(trifluoromethyl)-1,2-dihydropyridine-3-carboxamide